3-methylthio-2,4-dithiolane CSC1SCCS1